9-chloro-10-(2,4-difluorophenyl)-7-(hexahydrothieno[3,4-b]pyrazin-1(2H)-yl)-2,3-dihydro-5H-[1,4]thiazino[2,3,4-ij]quinazolin-5-one ClC=1C=C2C(=NC(N3C2=C(C1C1=C(C=C(C=C1)F)F)SCC3)=O)N3C1C(NCC3)CSC1